FC1=C(C=C(C=C1)NC(=O)[C@H]1[C@H]/2CC[C@@H]([C@H]1NC(C(F)(F)F)=O)\C2=C/C=2N=NN(C2)C[Si](C)(C)C)C(F)(F)F (1R,2S,3R,4R,Z)-N-(4-fluoro-3-(trifluoromethyl)phenyl)-3-(2,2,2-trifluoroacetamido)-7-((1-((trimethylsilyl)methyl)-1H-1,2,3-triazol-4-yl)methylene)bicyclo[2.2.1]heptane-2-carboxamide